tert-butyl (2S,4S)-2-((1-(2-amino-1-hydroxy-2-oxoethyl)cyclohexyl) carbamoyl)-4-(5-(2-hydroxypropan-2-yl)-1H-1,2,3-triazol-1-yl)pyrrolidine-1-carboxylate NC(C(O)C1(CCCCC1)NC(=O)[C@H]1N(C[C@H](C1)N1N=NC=C1C(C)(C)O)C(=O)OC(C)(C)C)=O